2-[4-Amino-5-(2-isopropyl-4,5-dimethoxy-benzyl)-pyrimidin-2-ylamino]-ethanol NC1=NC(=NC=C1CC1=C(C=C(C(=C1)OC)OC)C(C)C)NCCO